N1=CN=CC(=C1)C1=CC=C(C=C1)CC(=O)N1[C@H](CCC1)C(=O)OC methyl (2-(4-(pyrimidin-5-yl)phenyl)acetyl)-D-prolinate